CC=1NC2=C(N1)C(OC1=C2C=CC=C1)=O 2-methyl-[1]benzopyrano[3,4-d]imidazol-4(1H)-one